C(C)OC(=O)C=1C=C(C=C2C1N=C(S2)C[C@@H]([C@@H](C2=CC(=C(C(=C2)OC)C)OC)O[Si](C)(C)C(C)(C)C)OC2CCCC2)N 6-amino-2-((2S,3R)-3-((tert-Butyldimethylsilyl)oxy)-2-(cyclopentyloxy)-3-(3,5-dimethoxy-4-methylphenyl)propyl)benzo[d]thiazole-4-carboxylic acid ethyl ester